3-amino-8-bromo-N-(1-methyl-1H-pyrazol-4-yl)imidazo[1,2-a]pyridine-2-carboxamide NC1=C(N=C2N1C=CC=C2Br)C(=O)NC=2C=NN(C2)C